benzo[de]isoquinoline-1,3(2H)-dione C1(NC(C2=C3C(C=CC=C13)=CC=C2)=O)=O